7-morpholino-5-(3-phenyl-1H-pyrazol-1-yl)-2-(1H-pyrazol-4-yl)furo[3,2-b]pyridine hydrochloride Cl.O1CCN(CC1)C1=C2C(=NC(=C1)N1N=C(C=C1)C1=CC=CC=C1)C=C(O2)C=2C=NNC2